[Br-].C(CC)[NH2+]C(OCC)OCC propyl-diethoxymethyl-ammonium bromide